OOC1=C(C(=O)O[C@@]1([C@@H](O)CO)CC(C)C)OC(CO)CCCCCCCCCCCCCC 3-O-hydroxyisobutyl-2-O-(1-tetradecyl-2-hydroxyethyl)ascorbic acid